ClC=1C=C2CCN(CC2=C(C1)[C@H]1NCCOC1)C(=O)C1CCOCC1 (R)-3-[6-chloro-2-(tetrahydropyran-4-carbonyl)-1,2,3,4-tetrahydroisoquinolin-8-yl]morpholine